Cl.FC1(CNCCC1)COC=1C=2N(C=C(N1)C=1C=NN(C1)C)N=CC2 4-((3-fluoropiperidin-3-yl)methoxy)-6-(1-methyl-1H-pyrazol-4-yl)pyrazolo[1,5-a]pyrazine hydrochloride